BrC1=CC(=NC=N1)NCC1=NN2C(C=C(C=C2N2C(OCC2)=O)C2CC2)=C1 3-(2-(((6-bromopyrimidin-4-yl)amino)methyl)-5-cyclopropylpyrazolo[1,5-a]pyridin-7-yl)oxazolidin-2-one